8-fluoro-5-methylisoquinolin-1(2H)-one hydrochloride Cl.FC=1C=CC(=C2C=CNC(C12)=O)C